N,N-di(2-hydroxyethyl)-3,5-dimethylaniline OCCN(C1=CC(=CC(=C1)C)C)CCO